CC1CNC2=CC=CC(=C2C1)C 3,5-dimethyl-1,2,3,4-tetrahydroquinoline